ClC1=C(C=C(C=C1)N(C1CCN(CC1)C(=O)OC(C)(C)C)C)N1C(N(C(CC1)=O)CC1=CC=C(C=C1)OC)=O Tert-butyl 4-((4-chloro-3-(3-(4-methoxybenzyl)-2,4-dioxotetrahydropyrimidin-1(2H)-yl)phenyl)(methyl)amino)piperidine-1-carboxylate